COC1=NC(=CC=C1NC(=O)C=1C=2C[C@@H]3[C@H](C2N(N1)C1=C(C=C(C=C1)F)F)C3)OC (1aR,5aR)-2-(2,4-Difluoro-phenyl)-1a,2,5,5a-tetrahydro-1H-2,3-diaza-cyclopropa[a]pentalene-4-carboxylic acid (2,6-dimethoxy-pyridin-3-yl)-amide